3-(4-chloro-5-fluorothieno[2,3-b]pyridin-2-yl)-3-hydroxy-2-methyl-piperidine-1-carboxylic acid tert-butyl ester C(C)(C)(C)OC(=O)N1C(C(CCC1)(O)C1=CC=2C(=NC=C(C2Cl)F)S1)C